N-[4-(Chlorodifluoromethoxy)phenyl]-1-(3-fluorophenyl)-6-oxo-1,6-dihydropyridine-3-carboxamide ClC(OC1=CC=C(C=C1)NC(=O)C1=CN(C(C=C1)=O)C1=CC(=CC=C1)F)(F)F